NC1=C(C=NN1)C(=O)NC1=CC=C(C=C1)C(F)(F)F 5-amino-N-(4-(trifluoromethyl)phenyl)-1H-pyrazole-4-carboxamide